N1(CCCCC1)C(COC(CN(C(C)CC)C)C)C 2-[2-(1-piperidinyl)propoxy]propyl-N-methyl-N-(sec-butyl)-amine